methyl 4-((methyl(piperidin-2-ylmethyl)amino)methyl)benzoate hydrochloride salt Cl.CN(CC1NCCCC1)CC1=CC=C(C(=O)OC)C=C1